3-(3,5-di-tert-butyl-4-hydroxyphenyl)propionyl-hydrazine C(C)(C)(C)C=1C=C(C=C(C1O)C(C)(C)C)CCC(=O)NN